2-(4-{9-hydroxy-8-oxo-4-thia-2,12-diazatricyclo[7.3.0.03,7]dodeca-1,3(7),5-trien-12-yl}phenyl)acetonitrile OC12C(C=3C=CSC3N=C2N(CC1)C1=CC=C(C=C1)CC#N)=O